Methyl 4-[4-[3-([4-[4-(3-aminopropanamido)-1-methylimidazole-2-amido]-1-methylpyrrol-2-yl]formamido)propanamido]-1-methylimidazole-2-amido]-1-methylpyrrole-2-carboxylate NCCC(=O)NC=1N=C(N(C1)C)C(=O)NC=1C=C(N(C1)C)C(=O)NCCC(=O)NC=1N=C(N(C1)C)C(=O)NC=1C=C(N(C1)C)C(=O)OC